1,3-dibromonaphthalene BrC1=CC(=CC2=CC=CC=C12)Br